BrC=1SC(=C(N1)C1=CC=C(C=C1)O)CC(C)C 4-(2-bromo-5-isobutylthiazol-4-yl)phenol